ClC1=CC=C2C(=NC(NC2=C1)=O)N(C1=CC(=CC(=C1)C#CC1(CC1)C(F)(F)F)F)CC(F)(F)F 7-chloro-4-[3-fluoro-N-(2,2,2-trifluoroethyl)-5-[2-[1-(trifluoromethyl)cyclopropyl]ethynyl]anilino]-1H-quinazolin-2-one